[Cl-].C[Si](Cl)(Cl)C dimethyldichlorosilane chloride